(3-(3-chloro-5-(trifluoromethyl)pyridin-2-yl)-2-oxo-2,3-dihydrobenzothiazol-6-yloxy)-N-methyl-N-phenylhexanamide ClC=1C(=NC=C(C1)C(F)(F)F)N1C(SC2=C1C=CC(=C2)OC(C(=O)N(C2=CC=CC=C2)C)CCCC)=O